C1(CC1)C1=C(C(=NO1)C1=C(C=CC=C1C)C)CO[C@H]1[C@@H]2CN([C@H](C1)C2)C2=CC=C(C(=O)O)C=C2 4-[(1s,4s,5r)-5-{[5-cyclopropyl-3-(2,6-dimethylphenyl)-1,2-oxazol-4-yl]methoxy}-2-azabicyclo[2.2.1]heptan-2-yl]benzoic acid